1-(3-(2-chloro-5-fluoropyrimidin-4-yl)phenyl)-5-(trifluoromethyl)pyridin-2(1H)-one ClC1=NC=C(C(=N1)C=1C=C(C=CC1)N1C(C=CC(=C1)C(F)(F)F)=O)F